(2S)-2-aminopropanoic acid N[C@H](C(=O)O)C